6-(1'-Cyclobutyl-[1,4'-bipiperidin]-4-yl)-7-fluoro-1-methyl-2-(4-(methylsulfonyl)phenyl)-1H-benzo[d]imidazol C1(CCC1)N1CCC(CC1)N1CCC(CC1)C=1C=CC2=C(N(C(=N2)C2=CC=C(C=C2)S(=O)(=O)C)C)C1F